4-(4-(2-methoxyphenyl)-4-methylpiperidine-1-carbonyl)-2-methylphthalazin-1(2H)-one COC1=C(C=CC=C1)C1(CCN(CC1)C(=O)C1=NN(C(C2=CC=CC=C12)=O)C)C